N[C@@H](CC1=CNC2=CC=CC=C12)C(=O)N[C@@H](CC1=CC=C(C=C1)O)C(=O)[NH2+][C@@H](CCSC)C(=O)O Tryptophyl-tyrosyl-methioninium